NCCCCCC(=O)C1=NC(=NC(=N1)C(CCCCCN)=O)C(CCCCCN)=O 2,4,6-tris(6-aminocaproyl)-1,3,5-triazine